COC=1C=C2C(=CNC2=CC1)CCNS(=O)(=O)C1=CC=C(C=C1)OCCCN1CCN(CC1)C N-(2-(5-methoxy-1H-indol-3-yl)ethyl)-4-(3-(4-methylpiperazin-1-yl)propoxy)benzenesulfonamide